N-[4-chloro-2-[[(1S)-3-(cyclopropylamino)-1-[[(3S,5R)-5-methyl-2-oxo-pyrrolidin-3-yl]methyl]-2,3-dioxo-propyl]carbamoyl]-5-fluoro-phenyl]-2-(trifluoromethyl)pyridine-4-carboxamide ClC1=CC(=C(C=C1F)NC(=O)C1=CC(=NC=C1)C(F)(F)F)C(N[C@H](C(C(=O)NC1CC1)=O)C[C@H]1C(N[C@@H](C1)C)=O)=O